Methyl 5-((2-(5-(2-((tert-butoxycarbonyl)((2-chloro-[1,1'-biphenyl]-4-yl)methyl)amino)ethyl)-1,2,4-oxadiazol-3-yl)ethyl)amino)benzo[c][2,6]naphthyridine-8-carboxylate C(C)(C)(C)OC(=O)N(CCC1=NC(=NO1)CCNC1=NC2=C(C3=CN=CC=C13)C=CC(=C2)C(=O)OC)CC2=CC(=C(C=C2)C2=CC=CC=C2)Cl